(S)-2-amino-6-(1-(1-cyanopiperidin-4-yl)-5-methyl-1H-1,2,3-triazol-4-yl)-4-(1-(5-fluoropyridin-2-yl)-2-hydroxyethoxy)pyrazolo[1,5-a]pyridine-3-carbonitrile NC1=NN2C(C(=CC(=C2)C=2N=NN(C2C)C2CCN(CC2)C#N)O[C@H](CO)C2=NC=C(C=C2)F)=C1C#N